C1(=CC=CC=C1)C=1N=CC(=NC1C1=CC=CC=C1)N(CCCCOCC(=O)[O-])C(C)C 2-[4-[(5,6-diphenylpyrazin-2-yl)-isopropylamino]butoxy]acetate